6-chloro-7-methylpyrazolo[1,5-a]pyrimidine ClC=1C=NC=2N(C1C)N=CC2